FC(C1=CC=C(C=C1)C1=NN(C2=CC=CC=C12)C1C(COCC1)NC(C=C)=O)(F)F N-(4-(3-(4-(trifluoromethyl)phenyl)-1H-indazol-1-yl)tetrahydro-2H-pyran-3-yl)acrylamide